[C@H]12N(CCN[C@@H]2C1)C=1C=NC(=NC1)CNC(=O)[C@H]1CCN(C2(CC2)C1)C(=O)C1=CC(=NN1)C1=CC(=NC=C1F)OC (S)-N-((5-((1S,6R)-2,5-diazabicyclo[4.1.0]heptan-2-yl)pyrimidin-2-yl)methyl)-4-(3-(5-fluoro-2-methoxypyridin-4-yl)-1H-pyrazole-5-carbonyl)-4-azaspiro[2.5]octane-7-carboxamide